C1(=CC=CC=C1)C1=NC(=CC(=N1)C1=CC(=C(C#N)C(=C1)N1C2=C(C=3C=CC=CC13)C=NC=C2)N2C1=C(C=3C=CC=CC23)C=NC=C1)C1=CC=CC=C1 4-(2,6-diphenylpyrimidin-4-yl)-2,6-bis(5H-pyrido[4,3-b]indol-5-yl)benzonitrile